10,10'-Bis(2-phenylphenyl)-9,9'-Bianthracene C1(=CC=CC=C1)C1=C(C=CC=C1)C1=C2C=CC=CC2=C(C2=CC=CC=C12)C=1C2=CC=CC=C2C(=C2C=CC=CC12)C1=C(C=CC=C1)C1=CC=CC=C1